SCC(CS)(CS)C 2-mercaptomethyl-2-methyl-1,3-propanedithiol